2-[4-[(2S)-3-(4-bromo-3-methyl-phenoxy)-2-methyl-propyl]-1-piperidyl]acetic acid BrC1=C(C=C(OC[C@H](CC2CCN(CC2)CC(=O)O)C)C=C1)C